C(C)(C)N1C=CC=2C1=CN=C(C2)C2=NSC(=N2)NC=2C(=NC=CN2)N(C(C)=O)C N-(3-((3-(1-Isopropyl-1H-pyrrolo[2,3-c]pyridin-5-yl)-1,2,4-thiadiazol-5-yl)amino)pyrazin-2-yl)-N-methylacetamide